O=C1C=C(N=CN1)C(F)(F)F 6-oxo-4-(trifluoromethyl)-1,6-dihydropyrimidin